C(CCC)(=O)C1=CC(=C(C=N1)C=1C=2N(C3=CC(=NC=C3C1)NC(=O)[C@@H]1[C@@H](C1)F)N=CN2)C (1r,2r)-N-[4-(6-butyryl-4-methylpyridin-3-yl)-[1,2,4]triazolo[1,5-a]1,6-naphthyridin-8-yl]-2-fluorocyclopropane-1-carboxamide